isothiochromane C1SCCC2=CC=CC=C12